5-(3-Aminobenzo[d]isoxazol-4-yl)-N-(3-ethylphenyl)indoline-1-carboxamide NC1=NOC2=C1C(=CC=C2)C=2C=C1CCN(C1=CC2)C(=O)NC2=CC(=CC=C2)CC